(R)-N-(1-(2-methyl-3-(trifluoromethyl)phenyl)ethyl)-4-((4-methylpiperidin-4-yl)amino)-6-oxo-1-(tetrahydro-2H-pyran-4-yl)-1,6-dihydropyridine-3-carboxamide trifluoroacetate FC(C(=O)O)(F)F.CC1=C(C=CC=C1C(F)(F)F)[C@@H](C)NC(=O)C1=CN(C(C=C1NC1(CCNCC1)C)=O)C1CCOCC1